BrC1=CC=C(C(=C1)F)NC(=O)C1=CN=C(S1)NC1=NC(=NC(=C1)N1CCN(CC1)CCO)C N-(4-bromo-6-fluorophenyl)-2-((6-(4-(2-hydroxyethyl)piperazin-1-yl)-2-methylpyrimidin-4-yl)amino)thiazole-5-carboxamide